C(#N)C1=CC(=C(COC2=CC=CC(=N2)N2CCN(CC2)CC2=NC3=C(N2CC=2OC=CN2)C=CC=C3)C=C1)F 2-[(4-{6-[(4-Cyano-2-fluorobenzyl)oxy]pyridin-2-yl}piperazin-1-yl)methyl]-1-(1,3-oxazol-2-ylmethyl)-1H-benzimidazol